rac-ethyl 2-(4,7-dichloro-6-(4-((2-hydroxy-7-azaspiro[3.5]nonan-7-yl)methyl)phenyl)-2H-indazol-2-yl)-2-((R)-6-fluoro-6,7-dihydro-5H-pyrrolo[1,2-c]imidazol-1-yl)acetate ClC=1C2=CN(N=C2C(=C(C1)C1=CC=C(C=C1)CN1CCC2(CC(C2)O)CC1)Cl)[C@@H](C(=O)OCC)C1=C2N(C=N1)C[C@@H](C2)F |&1:28|